[C@@H]1([C@@H](C1)C(=O)Cl)C(=O)Cl trans-1,2-cyclopropanedicarboxylic acid chloride